OB1OCC2=C1C(=C(C=C2)C(=O)N[C@@H](C(C)C)C(=O)OCC2=CC=C(C=C2)CN2CCCC2)C 4-(pyrrolidin-1-ylmethyl)benzyl (1-hydroxy-7-methyl-1,3-dihydrobenzo[c][1,2]oxaborole-6-carbonyl)-L-valinate